3-[(3R,4S) or (3S,4R)-3-{[(6-fluoro-1,3-benzothiazol-2-yl)amino]methyl}-4-methyl-2-azabicyclo[3.1.1]heptane-2-carbonyl]-4-(2H-1,2,3-triazol-2-yl)benzonitrile FC1=CC2=C(N=C(S2)NC[C@@H]2N(C3CC([C@@H]2C)C3)C(=O)C=3C=C(C#N)C=CC3N3N=CC=N3)C=C1 |o1:10,15|